N-(4-((2-(1,1-difluoroethyl)-6-(2,8-dimethyl-[1,2,4]triazolo[1,5-a]pyridin-6-yl)pyrimidin-4-yl)amino)-5-methoxypyridin-2-yl)acetamide FC(C)(F)C1=NC(=CC(=N1)NC1=CC(=NC=C1OC)NC(C)=O)C=1C=C(C=2N(C1)N=C(N2)C)C